3-propoxy-4-(4-(trifluoromethyl)piperidin-1-yl)aniline C(CC)OC=1C=C(N)C=CC1N1CCC(CC1)C(F)(F)F